tetra(1-methyl-4-pyridinyl)porphyrin CN1CC=C(C=C1)C1=C2C=CC(C(=C3C=CC(=C(C=4C=CC(=C(C5=CC=C1N5)C5=CCN(C=C5)C)N4)C4=CCN(C=C4)C)N3)C3=CCN(C=C3)C)=N2